C(C1=CC=CC=C1)OC1=C(C(=C(C=C1)C=1C(CC(NN1)=O)C)OCOC)C 6-[4-benzyloxy-2-(methoxymethyloxy)-3-methylphenyl]-5-methyl-4,5-dihydro-2H-pyridazin-3-one